Cl.C(C1=CC=CC=C1)OC1=NC=CC=C1NC1=NSN=C1N1CCN(CC1)C[C@H]1COC2=C(O1)C=CC=C2 (S)-N-(2-(benzyloxy)pyridin-3-yl)-4-(4-((2,3-dihydrobenzo[b][1,4]dioxin-2-yl)methyl)-piperazin-1-yl)-1,2,5-thiadiazol-3-amine hydrochloride